3-(5-(4-((1-(3-(2,6-dioxopiperidin-3-yl)-1-methyl-1H-indazol-7-yl)piperidin-4-yl)methyl)piperazin-1-yl)-1,3,4-thiadiazol-2-yl)-4-isopropylamino-5H-pyrido[3,2-b]indole-7-carbonitrile O=C1NC(CCC1C1=NN(C2=C(C=CC=C12)N1CCC(CC1)CN1CCN(CC1)C1=NN=C(S1)C1=C(C=2NC=3C=C(C=CC3C2N=C1)C#N)NC(C)C)C)=O